C(\C=C\CCC)(=O)OCC\C=C/CCCCC (Z)-3-Nonenyl (E)-2-hexenoate